COC=1C=C(C=C[N+](=O)[O-])C=C(C1CC)OC 3,5-Dimethoxy-4-ethyl-β-nitrostyrene